FC(OC1=CC=C(C=C1)N(C1CCN(CC1)C(=O)C12CC(C1)(C2)C(F)(F)F)C=2C=NC=CC2OC)F (4-((4-(Difluoromethoxy)phenyl)(4-methoxypyridin-3-yl)amino)piperidin-1-yl)(3-(trifluoromethyl)bicyclo[1.1.1]pentan-1-yl)methanone